C(CCCCCCC\C=C/C\C=C/C\C=C/CC)(=O)N α-linolenic acid-amide